ClC1=CC(=CC(=N1)C1=CC(=NC=N1)C(=O)NC)[C@@H]1N(CCN[C@H]1CO)S(=O)(=O)C trans-6-(6-chloro-4-(3-(hydroxymethyl)-1-(methylsulfonyl)piperazin-2-yl)pyridin-2-yl)-N-methylpyrimidine-4-carboxamide